2-fluoro-1-(3-(5-methyl-3-(4-(trifluoromethyl)phenyl)-1H-pyrazolo[3,4-b]pyridin-1-yl)-azetidin-1-yl)prop-2-en-1-one FC(C(=O)N1CC(C1)N1N=C(C=2C1=NC=C(C2)C)C2=CC=C(C=C2)C(F)(F)F)=C